(5-{[3-(benzyloxy)-2-(trifluoromethyl)benzoyl]amino}-2,3-dichloro-4-fluorophenyl)acetic acid C(C1=CC=CC=C1)OC=1C(=C(C(=O)NC=2C(=C(C(=C(C2)CC(=O)O)Cl)Cl)F)C=CC1)C(F)(F)F